9-((2-fluorophenyl)amino)-3-azaspiro[5.5]undecane FC1=C(C=CC=C1)NC1CCC2(CCNCC2)CC1